COC(=O)C1=C(N=NN1C)C1=NC=C(C=C1)N 4-(5-Aminopyridin-2-yl)-1-methyl-1H-1,2,3-triazole-5-carboxylic acid methyl ester